5-(hydroxymethyl)-7-nitroquinolin-8-ol OCC1=C2C=CC=NC2=C(C(=C1)[N+](=O)[O-])O